NCCCCCCNC1=CC(=C(C=C1)N1CCN(CC1)C(=O)OC(C)(C)C)C tert-butyl 4-(4-((6-aminohexyl) amino)-2-methylphenyl)-piperazine-1-carboxylate